C(C)(C)C1=C(C=CC=C1)C=1N=CC2=C(N1)C(=CS2)CC2=CC=C(C=C2)C=2N(C=C(N2)C(F)(F)F)C (2-isopropylphenyl)-7-(4-(1-methyl-4-(trifluoromethyl)-1H-imidazol-2-yl)benzyl)thieno[3,2-d]pyrimidine